FC1(CN(C2=CC=CC=C2C1N1C(N(C2=NC(=NC=C2C1)S(=O)(=O)C)C)=O)C(=O)OC(C)(C)C)F tert-butyl 3,3-difluoro-4-(1-methyl-7-methylsulfonyl-2-oxo-4H-pyrimido[4,5-d]pyrimidin-3-yl)-2,4-dihydroquinoline-1-carboxylate